C1N(CC2=CC=CC=C12)C[B-](F)(F)F.[K+] potassium [(2,3-dihydro-1H-isoindol-2-yl)methyl]trifluoroboranuide